FC(C(=O)O)(F)F.NCC(=O)NCCOC1=C(C=CC(=C1)OC)C=1C=C2C(=CC=NC2=CC1)C(=O)NCC(=O)N1[C@@H](CC(C1)(F)F)C#N (S)-6-(2-(2-(2-aminoacetamido)ethoxy)-4-methoxyphenyl)-N-(2-(2-cyano-4,4-difluoropyrrolidin-1-yl)-2-oxoethyl)quinoline-4-carboxamide 2,2,2-trifluoroacetate